(2S,4R)-1-(2-(4-amino-5-cyano-7H-pyrrolo[2,3-d]pyrimidin-7-yl)acetyl)-N-(3-chloro-2-fluorobenzyl)-4-fluoropyrrolidine-2-carboxamide NC=1C2=C(N=CN1)N(C=C2C#N)CC(=O)N2[C@@H](C[C@H](C2)F)C(=O)NCC2=C(C(=CC=C2)Cl)F